C(C)(=O)N1CCC(CC1)C(=O)N(C)[C@H](C(F)(F)F)C1=CC=C(C=C1)NC=1C=NC=2N(C1C(C)C)N=C(N2)Cl 1-acetyl-N-[(1S)-1-(4-{[2-chloro-7-(propan-2-yl)-[1,2,4]triazolo[1,5-a]pyrimidin-6-yl]amino}phenyl)-2,2,2-trifluoroethyl]-N-methylpiperidine-4-carboxamide